methyl 4-[3-[2,6-dichloro-4-(1-methylpyrazol-4-yl)benzoyl]-2,4-dihydro-1,3-benzoxazin-8-yl]-5-fluoro-2-[methyl-(3-methyloxetan-3-yl)amino]benzoate ClC1=C(C(=O)N2COC3=C(C2)C=CC=C3C3=CC(=C(C(=O)OC)C=C3F)N(C3(COC3)C)C)C(=CC(=C1)C=1C=NN(C1)C)Cl